CN(N)CCCN(\N=N\N(C)CCCN(N)C)C (E)-1,4-bis(3-(1-methylhydrazinyl)propyl)-1,4-dimethyltetrazene